C(=O)O.C(#N)COC1=C(C(=C(C=C1)C1=CN=C(N1C)C(=O)NC1=CC(=C(C=C1)C(=O)N1CCN(CC1)C(=O)[C@H]1NC[C@](C1)(O)CC)C)F)F 5-[4-(cyanomethoxy)-2,3-difluoro-phenyl]-N-[4-[4-[(2S,4S)-4-ethyl-4-hydroxy-pyrrolidine-2-carbonyl]piperazine-1-carbonyl]-3-methyl-phenyl]-1-methyl-imidazole-2-carboxamide formate